C(C)(C)(C)OC(=O)N(C1CCN(CC1)C(=O)OC(C)(C)C)C1=CC(=NC=2N1N=CC2C(C)C)C tert-butyl 4-((tert-butoxycarbonyl)(3-isopropyl-5-methylpyrazolo[1,5-a]pyrimidin-7-yl)amino)piperidine-1-carboxylate